(1R,3S)-3-(3-{[(3-methyl-1,2-oxazol-5-yl)acetyl]amino}-1H-pyrazol-5-yl)cyclopentyl[(2ξ)-2-(hydroxymethyl)butyl]carbamate CC1=NOC(=C1)CC(=O)NC1=NNC(=C1)[C@@H]1C[C@@H](CC1)N(C([O-])=O)CC(CC)CO